C(C)(C)(C)N1C[C@H](CCC1)C=1N(C2=C(C(=NC=3C=C(C=CC23)Br)N)N1)C(C)C tert-butyl-(S)-3-(4-amino-7-bromo-1-isopropyl-1H-imidazo[4,5-c]quinolin-2-yl)piperidine